O1COC2=C1C=CC(=C2)C=2N=C(SC2)NC(C2=C(C=CC=C2)NS(=O)(=O)C2=CC=C(C=C2)F)=O N-[4-(1,3-benzodioxol-5-yl)-2-thiazolyl]-2-[[(4-fluorophenyl)sulfonyl]amino]-benzamide